5-((3-acetamidophenyl)amino)-2,3-dioxo-2,3-dihydro-1H-pyrrolo[3,2-c]isoquinoline-7-carboxylic acid C(C)(=O)NC=1C=C(C=CC1)NC1=NC2=C(C=3C=CC(=CC13)C(=O)O)NC(C2=O)=O